3-amino-3-(4-benzyl-2,3-dihydro-1,4-benzothiazin-6-yl)-N,N-dimethyl-propionamide NC(CC(=O)N(C)C)C=1C=CC2=C(N(CCS2)CC2=CC=CC=C2)C1